FC(C(=O)O)(F)F.ClC1=C2C(=NC=C1)NC(=C2C2=CC1=C(OCCN1C(C=C)=O)C=C2)C2=CC=C(C=C2)N2CCN(CC2)C 1-(6-(4-chloro-2-(4-(4-methylpiperazin-1-yl)phenyl)-1H-pyrrolo[2,3-b]pyridin-3-yl)-2H-benzo[b][1,4]oxazin-4(3H)-yl)prop-2-en-1-one 2,2,2-trifluoroacetate